ClC=1C(=C2C(=NC1Cl)N(C=C2)S(=O)(=O)C2=CC=C(C)C=C2)F 5,6-dichloro-4-fluoro-1-(p-toluenesulfonyl)pyrrolo[2,3-b]pyridine